tert-butyl 4-(3-oxo-2H-[1,2,4]triazolo[4,3-b]pyridazin-6-yl)piperazine-1-carboxylate O=C1NN=C2N1N=C(C=C2)N2CCN(CC2)C(=O)OC(C)(C)C